C1(=CC=C(C=C1)C(C(=O)O)F)C1=CC=CC=C1 2-(4-biphenylyl)-2-fluoroacetic acid